4-[(2R)-3-(3,4-dihydro-1H-isoquinolin-2-yl)-2-hydroxy-propyl]-8-[(3-methoxyazetidine-1-yl)methyl]-2,3-dihydro-1,4-benzoxazepin-5-one C1N(CCC2=CC=CC=C12)C[C@H](CN1CCOC2=C(C1=O)C=CC(=C2)CN2CC(C2)OC)O